C(#N)C1=C(C=C(C2=C1CCO2)C2=CC=C(C=C2)OC(F)(F)F)NCC(C(=O)N)=C 2-[[[4-cyano-7-[4-(trifluoromethoxy)phenyl]-2,3-dihydrobenzofuran-5-yl]amino]methyl]prop-2-enamide